1,3-bis(methoxyl-methoxy)benzenemethacrylic acid 2-hydroxyethyl-(2-hydroxyethyl-methacrylate) OCCOC(C(=CCCO)C)=O.O(C)COC1(CC(=CC=C1)OCOC)CC(C(=O)O)=C